N1=CC(=CC=C1)C1=CC=C(C=C1)C1=C(C(=NC=C1N1C2=CC=C(C=C2C=2C=C(C=CC12)C1=CC=CC=C1)C1=CC=CC=C1)N1C2=CC=C(C=C2C=2C=C(C=CC12)C1=CC=CC=C1)C1=CC=CC=C1)N1C2=CC=C(C=C2C=2C=C(C=CC12)C1=CC=CC=C1)C1=CC=CC=C1 9,9',9''-(4-(4-(pyridin-3-yl)phenyl)pyridine-2,3,5-triyl)tris(3,6-diphenyl-9H-carbazole)